[(7R)-3-Bromo-2,5-dimethoxy-bicyclo[4.2.0]octa-1,3,5-trien-7-yl]methanamine BrC=1C(=C2C[C@H](C2=C(C1)OC)CN)OC